9-(4-(azetidin-3-ylidenemethyl)phenyl)-8-bromo-6,7-dihydro-5H-benzo[7]annulen-3-yl pivalate C(C(C)(C)C)(=O)OC1=CC2=C(C(=C(CCC2)Br)C2=CC=C(C=C2)C=C2CNC2)C=C1